methyl 3-amino-4-[(2S)-3-benzyloxy-2-(p-tolylsulfonyloxy)propoxy]thiophene-2-carboxylate NC1=C(SC=C1OC[C@H](COCC1=CC=CC=C1)OS(=O)(=O)C1=CC=C(C=C1)C)C(=O)OC